(R)-3-(3-chloro-4-fluorophenyl)-1-ethyl-1-((1-(2-hydroxyethoxy)isoquinolin-4-yl)methyl)urea ClC=1C=C(C=CC1F)NC(N(CC1=CN=C(C2=CC=CC=C12)OCCO)CC)=O